(4R,7S)-2-((trans-2-((4-(8-methyl-5,6-dihydro-11H-benzo[5,6]cyclohepta[1,2-b]pyridin-11-ylidene)piperidin-1-yl)methyl)cyclohexyl)methyl)hexahydro-1H-4,7-methanoisoindole-1,3(2H)-dione CC=1C=CC2=C(CCC=3C(=NC=CC3)C2=C2CCN(CC2)C[C@H]2[C@@H](CCCC2)CN2C(C3[C@H]4CC[C@@H](C3C2=O)C4)=O)C1